(E)-4-(dimethylamino)-N-(2-((5-methylthiophen-2-yl)amino)-2-oxoethyl)but-2-enamide CN(C/C=C/C(=O)NCC(=O)NC=1SC(=CC1)C)C